2-(4-(5-bromopentyl)phenyl)-5,7-dihydroxy-8-methoxy-4H-chromen-4-one BrCCCCCC1=CC=C(C=C1)C=1OC2=C(C(=CC(=C2C(C1)=O)O)O)OC